methyl-3,4,5-trihydroxybenzoate COC(C1=CC(=C(C(=C1)O)O)O)=O